CCCCCCCCCCCCCCCCCCCCC(=O)OC[C@H](COP(=O)(O)OC[C@@H](C(=O)O)N)OC(=O)CCCC/C=C\C/C=C\C/C=C\C/C=C\CC 1-heneicosanoyl-2-(6Z,9Z,12Z,15Z-octadecatetraenoyl)-glycero-3-phosphoserine